FC=1C=C(C=C(C1)C(F)(F)F)NC(=O)C1=CSC=2CN(CCC21)C(=O)C=2C=NN1C2N=CC=C1 N-(3-Fluoro-5-(trifluoromethyl)phenyl)-6-(pyrazolo[1,5-a]pyrimidin-3-carbonyl)-4,5,6,7-tetrahydrothieno[2,3-c]pyridin-3-carboxamid